C12OCC(CC1)(CC2)CO[C@@H]([C@@H](CO[C@H]2[C@@H](CCCC2)C(=O)OC)N)C methyl trans-2-((2R,3R)-3-((2-oxabicyclo[2.2.2]octan-4-yl)methoxy)-2-aminobutoxy)cyclohexane-1-carboxylate